methyl ((8-(2,2'-dichloro-3'-(6-methoxy-5-(((((R)-5-oxopyrrolidin-2-yl)methyl)amino)methyl)pyridin-2-yl)-[1,1'-biphenyl]-3-yl)-4-oxo-4H-pyrido[1,2-a]pyrimidin-3-yl)methyl)-L-serinate ClC1=C(C=CC=C1C1=CC=2N(C(C(=CN2)CN[C@@H](CO)C(=O)OC)=O)C=C1)C1=C(C(=CC=C1)C1=NC(=C(C=C1)CNC[C@@H]1NC(CC1)=O)OC)Cl